CC1OC2(C=C1)C(=CCC(C2C)C)C 2,6,9,10-tetramethyl-1-oxaspiro(4.5)dec-3,6-diene